F[C@@H]1[C@@H](CN(CC1)C)NC(=O)[C@H]1CCN(C2(CC2)C1)C(=O)C1=NNC(=C1)C1=CC(=NC=C1F)OC (S)-N-((3r,4S)-4-fluoro-1-methylpiperidin-3-yl)-4-(5-(5-fluoro-2-methoxypyridin-4-yl)-1H-pyrazole-3-carbonyl)-4-azaspiro[2.5]Octane-7-carboxamide